(3,4-dichlorophenoxy)azetidine ClC=1C=C(ON2CCC2)C=CC1Cl